OC1=C(C=C(OC2=CC=C(C#N)C=C2)C=C1)CO 4-(4-hydroxy-3-(hydroxymethyl)phenoxy)benzonitrile